BrC1=C(C=C(C(=O)N2CC=3N(CC2)C(N(C3C(=O)NCC3=C(C=CC=C3)C3=NC=CC=C3)C3=CC=C(C=C3)OCC(F)(F)F)=O)C=C1)Cl 7-(4-bromo-3-chloro-benzoyl)-3-oxo-N-[[2-(2-pyridyl)phenyl]methyl]-2-[4-(2,2,2-trifluoroethoxy)phenyl]-6,8-dihydro-5H-imidazo[1,5-a]pyrazine-1-carboxamide